NC1=NN(C2=CC=C(C=C12)CN1C[C@@H](N(CC1)C(=O)OC(C)(C)C)C)C tert-butyl (2S)-4-[(3-amino-1-methyl-1H-indazol-5-yl)methyl]-2-methylpiperazine-1-carboxylate